N[C@H]1CS(C2=C(N(C1=O)CC=1C=NC(=CC1)C1=CC=C(C=C1)CO)C=C(C(=C2)F)C2=NOC(=N2)C(C)(C)C)(=O)=O (3R)-3-amino-7-(5-tert-butyl-1,2,4-oxadiazol-3-yl)-8-fluoro-5-[[6-[4-(hydroxymethyl)phenyl]-3-pyridinyl]methyl]-1,1-dioxo-2,3-dihydro-1λ6,5-benzothiazepine-4-One